1-(4-methoxyphenyl)-N-methylamine COC1=CC=C(C=C1)CN